FC1(C[C@H]([C@H](N(C1)C(=O)C1=NN(C=C1C1=CC=C(C=C1)F)C)CO)C)F ((2S,3R)-5,5-difluoro-2-(hydroxymethyl)-3-methylpiperidin-1-yl)(4-(4-fluorophenyl)-1-methyl-1H-pyrazol-3-yl)methanone